SN1N=C2C(=N1)C=CC(=C2)S 2,5-dimercaptobenztriazole